N[C@@H](CCCCN)C(=O)[O-].C(CCCCC)[N+](CCCCCC)(CCCCCC)CCCCCC tetrahexylammonium lysine salt